2-(4-(2-((3-(Bis((9Z,12Z)-2-hydroxyoctadeca-9,12-dien-1-yl)amino)propyl)disulfaneyl)ethyl)piperazin-1-yl)ethyl 4-(bis(2-hydroxydecyl)amino)butanoate OC(CN(CCCC(=O)OCCN1CCN(CC1)CCSSCCCN(CC(CCCCCC\C=C/C\C=C/CCCCC)O)CC(CCCCCC\C=C/C\C=C/CCCCC)O)CC(CCCCCCCC)O)CCCCCCCC